3-[2-[4-[[4-fluoro-4-(piperazin-1-ylmethyl)-1-piperidyl]methyl]-1-piperidyl]-4-pyridyl]-5-(1-methylcyclopropoxy)-1H-indazole FC1(CCN(CC1)CC1CCN(CC1)C1=NC=CC(=C1)C1=NNC2=CC=C(C=C12)OC1(CC1)C)CN1CCNCC1